NC(=S)SCCC(S(=O)C)C1=CC=C(C=C1)C p-tolyl-[3-(methylsulfinyl) propyl] aminodithioformate